BrC=1C=C2C(=NC(=NC2=CC1)C)N[C@H](C)C1=C(C(=CC=C1)C(CO[Si](C)(C)C(C)(C)C)(F)F)F (R)-6-bromo-N-(1-(3-(2-((tert-butyldimethylsilyl)oxy)-1,1-difluoroethyl)-2-fluorophenyl)ethyl)-2-methylquinazolin-4-amine